2-methoxyacetylhydrazine COCC(=O)NN